C(C)N1C=NC2=C1N=NC=C2C=2C=CC(=C(C2)C2=C(C1=C(N(C(O1)=O)C)C=C2)OC)F 6-(5-(7-Ethyl-7H-imidazo[4,5-c]pyridazin-4-yl)-2-fluorophenyl)-7-methoxy-3-methylbenzo[d]oxazol-2(3H)-one